(1H-indazol-4-yl)methyl-2-((1H-pyrazol-5-yl)methyl)-4-methyl-4,6-dihydro-5H-thiazolo[4',5':4,5]pyrrolo[2,3-d]pyridazin-5-one N1N=CC2=C(C=CC=C12)CN1N=CC2=C(C1=O)N(C1=C2N=C(S1)CC1=CC=NN1)C